(4aR,7R)-tert-butyl-11-bromo-12-chloro-7-((dimethylamino)methyl)-10-fluoro-5-carbonyl-1,2,4a,5,6,7-hexahydro-8-oxa-3,5a,9,13c-tetraazanaphtho[3,2,1-de]anthracene-3(4H)-carboxylate C(C)(C)(C)OC(=O)N1C[C@@H]2C(N3C[C@H](OC=4N=C5C(=C(C(=CC5=C(C34)N2CC1)Cl)Br)F)CN(C)C)=C=O